BrC1=CC(=C2C(=NC(=NC2=C1F)Cl)Cl)F 7-bromo-2,4-dichloro-5,8-difluoroquinazoline